3-cyclopropyl-1-(tetrahydro-2H-pyran-4-yl)-1H-1,2,4-triazol-5-ol C1(CC1)C1=NN(C(=N1)O)C1CCOCC1